C(C1=CC=CC=C1)[C@H]1C[C@H](C1)OCCC[C@@H]1N(CCC[C@@H]1NS(=O)(=O)C)C(=O)N cis-2-(((cis-3-benzylcyclobutyl)oxy)methyl)ethyl-3-((methylsulfonyl)amino)piperidine-1-carboxamide